N-(2,2-difluoroethyl)-3-hydroxy-2-(5H-imidazo[1,5-b]isoindol-5-yl)-7-azaspiro[3.5]nonane-7-carboxamide FC(CNC(=O)N1CCC2(C(C(C2)C2N3C(C=4C=CC=CC24)=CN=C3)O)CC1)F